Cl.Cl.CN1CCC2(CCN2C=2SC3=C(N=NC(=C3)C3=C(C=C(C=C3)C=3C=NNC3)O)N2)CC1 2-[6-(7-methyl-1,7-diazaspiro[3.5]non-1-yl)[1,3]thiazolo[4,5-c]pyridazin-3-yl]-5-(1H-pyrazol-4-yl)phenol dihydrochloride